OCC(CO)C1=CC=C(C=C1)NC(OC(C)(C)C)=O tert-butyl N-[4-(1,3-dihydroxypropan-2-yl)phenyl]carbamate